(benzyloxy)-4-methoxy-2-nitrobenzoic acid methyl ester COC(C1=C(C(=C(C=C1)OC)OCC1=CC=CC=C1)[N+](=O)[O-])=O